Methyl 2-(1,3-bis(2,4-difluorophenyl)-4-(furan-3-yl)-5-methyl-4,5-dihydro-1H-pyrazole-5-carboxamido)acetate FC1=C(C=CC(=C1)F)N1N=C(C(C1(C(=O)NCC(=O)OC)C)C1=COC=C1)C1=C(C=C(C=C1)F)F